FC1=CC=C(C=C1)C1=C(C=C2CNC(C2=C1)=O)OC1CN(C1)C(C1=CC=NC=C1)=O 6-(4-fluorophenyl)-5-((1-isonicotinoylazetidin-3-yl)oxy)isoindolin-1-one